1-benzyl-8-methyl-1,4,8-triazaspiro-[4.5]-decan-2-one dihydrochloride monohydrate O.Cl.Cl.C(C1=CC=CC=C1)N1C(CNC12CCN(CC2)C)=O